Butane-1,4-diyl diacrylate C(C=C)(=O)OCCCCOC(C=C)=O